1,5-dimethyl-6-(2,4,6-trimethoxystyryl)-1,5-dihydro-4H-pyrazolo[3,4-d]pyrimidin-4-one CN1N=CC2=C1N=C(N(C2=O)C)C=CC2=C(C=C(C=C2OC)OC)OC